FC1=C(C(=CC(=C1)COC1=CC(=CC=C1)F)[N+](=O)[O-])OC 1-Fluoro-5-((3-fluorophenoxy)methyl)-2-methoxy-3-nitrobenzene